3-Methyl-7-(4-((4-(methylsulfonyl)piperidin-1-yl)methyl)phenyl)-1-phenyl-3,6-dihydroimidazo[4,5-d]pyrrolo[2,3-b]pyridin CN1CN(C2=C3C(=NC=C21)NC(=C3)C3=CC=C(C=C3)CN3CCC(CC3)S(=O)(=O)C)C3=CC=CC=C3